Cl.COC(=O)C1=C(C=CC=2N=COC21)OC[C@@H](CC2=CC=CC=C2)N (R)-6-(2-amino-3-phenylpropoxy)benzo[d]oxazole-7-carboxylic acid methyl ester hydrochloride